(2H-1,2,3-triazol-2-yl)pyridin N=1N(N=CC1)C1=NC=CC=C1